4-Oxo-6-((1R,2R)-2-(3-(trifluoromethyl)-1H-pyrazol-1-yl)cyclobutyl)-1-((R)-1-(6-(trifluoromethyl)pyridin-3-yl)ethyl)-4,5-dihydro-1H-pyrazolo[3,4-d]pyrimidin-3-carbonitril O=C1C2=C(N=C(N1)[C@H]1[C@@H](CC1)N1N=C(C=C1)C(F)(F)F)N(N=C2C#N)[C@H](C)C=2C=NC(=CC2)C(F)(F)F